5-bromo-3-(oxetan-3-yl)benzo[d]oxazol-2(3H)-one BrC=1C=CC2=C(N(C(O2)=O)C2COC2)C1